3-bromo-7-isopropyl-5,6,7,8-tetrahydroimidazo[1,5-a]pyrazine-1-carboxylic acid ethyl ester C(C)OC(=O)C=1N=C(N2C1CN(CC2)C(C)C)Br